FC1=C2C(NN=C(C2=C(C=C1)F)C1=CC2=C(NC(=N2)NC(OC(C)CC)=O)C=C1)=O sec-Butyl (5-(5,8-difluoro-4-oxo-3,4-dihydrophthalazin-1-yl)-1H-benzimidazol-2-yl)carbamate